FC1=CC(=C(N)C=C1C)C(=C)C 4-Fluoro-5-methyl-2-(prop-1-en-2-yl)aniline